C(CCCCCCC)N1N=C(N=C1)CC(C(=O)O)=C 2-((1-octyl-1H-1,2,4-triazol-3-yl)methyl)acrylic acid